6-bromo-N-cyclopentylbenzo[d]thiazol-2-amine BrC1=CC2=C(N=C(S2)NC2CCCC2)C=C1